N-methyl-N-(2-((4-bromophenyl)ethynyl)phenyl)-acrylamide CN(C(C=C)=O)C1=C(C=CC=C1)C#CC1=CC=C(C=C1)Br